FC=1C=C2C(=CC=NC2=C(N1)OC)NC1=CC=C(C=C1)S(=O)(=O)N[C@H](C)C1=CC=C(C=C1)OC (R)-4-((6-fluoro-8-methoxy-1,7-naphthyridin-4-yl)amino)-N-(1-(4-methoxyphenyl)ethyl)benzenesulfonamide